N-[(1S,3S)-3-aminocyclopentyl]-4-[2-chloro-4-[[3-[3-(trifluoromethyl)-1H-pyrazol-4-yl]imidazo[1,2-a]pyrazin-8-yl]amino]benzoyl]piperazine-1-carboxamide N[C@@H]1C[C@H](CC1)NC(=O)N1CCN(CC1)C(C1=C(C=C(C=C1)NC=1C=2N(C=CN1)C(=CN2)C=2C(=NNC2)C(F)(F)F)Cl)=O